C(C)OC1=C(C=CC(=C1)C1=NN=CN1C)NC=1N=CC2=C(N1)C(=NC(=C2)C)N2C(C(C2)(C#N)C)(C)C 1-(2-((2-ethoxy-4-(4-methyl-4H-1,2,4-triazol-3-yl)phenyl)amino)-6-methylpyrido[3,4-d]pyrimidin-8-yl)-2,2,3-trimethylazetidine-3-carbonitrile